1-{[6-chloro-2-(trifluoromethyl)imidazo[1,2-b]pyridazin-3-yl]methyl}piperidin-2-one ClC=1C=CC=2N(N1)C(=C(N2)C(F)(F)F)CN2C(CCCC2)=O